COC(C1=C(C=C(C(=C1)OCCCNC(CC1=C(C=CC=C1)Cl)=O)OC)N)=O 2-amino-5-(3-(2-(2-chlorophenyl)acetamido)propoxy)-4-methoxybenzoic acid methyl ester